ClC1=CC(=C(CNC(=O)C2CCN(CC2)CC2=CSC=C2)C=C1)OC(F)(F)F N-(4-chloro-2-(trifluoromethoxy)benzyl)-1-(thiophen-3-ylmethyl)piperidine-4-carboxamide